COC1=CC=C(C=C1)[C@H](C)NC(CN1N=NC2=C(C1=O)C=CC=C2)=O (S)-N-(1-(4-methoxyphenyl)ethyl)-2-(4-oxo-benzo[d][1,2,3]triazin-3(4H)-yl)acetamide